O1C(=CC=C1)C=1C=CC(=C(C1)NC1=NC=NC2=CC(=C(C=C12)OC1CCN(CC1)C(C=C)=O)OC)OC1CN(CC1)C 1-(4-((4-((5-(furan-2-yl)-2-((1-methylpyrrolidin-3-yl)oxy)phenyl)amino)-7-methoxyquinazoline-6-yl)oxy)piperidin-1-yl)prop-2-en-1-one